6-(1H-pyrazol-4-yl)picolinamide N1N=CC(=C1)C1=CC=CC(=N1)C(=O)N